2-((3r,5r,7r)-adamantan-1-yl)ethyl 7-((8,8-bis(((Z)-oct-5-en-1-yl)oxy)octyl)(2-hydroxyethyl)amino)heptanoate C(CCC\C=C/CC)OC(CCCCCCCN(CCCCCCC(=O)OCCC12CC3CC(CC(C1)C3)C2)CCO)OCCCC\C=C/CC